(S)-N-(2-(1H-indol-3-yl)-1-(5-butanesulfonyl-1,3,4-oxadiazol-2-yl)ethyl)-2-(4-(trifluoromethyl)phenyl)acetamide N1C=C(C2=CC=CC=C12)C[C@@H](C=1OC(=NN1)S(=O)(=O)CCCC)NC(CC1=CC=C(C=C1)C(F)(F)F)=O